C(C)N1C(N(C2=CC=3C(=NN=C(C3C=C21)N[C@H](C)C2=C(C(=CC=C2)C(CO)(F)F)F)C)C)=O 3-ethyl-1,8-dimethyl-5-[[(1R)-1-[3-(1,1-difluoro-2-hydroxy-ethyl)-2-fluoro-phenyl]ethyl]amino]imidazo[4,5-g]phthalazin-2-one